gamma-hydroxybutyric acid, magnesium salt [Mg+2].OCCCC(=O)[O-].OCCCC(=O)[O-]